(Z)-N-(3-bromo-2,5-difluorophenyl)-2-(hydroxyimino)acetamide BrC=1C(=C(C=C(C1)F)NC(\C=N/O)=O)F